N-(2,2-difluoroethyl)-7-fluoro-N-(2-fluoro-3-(4,4,4-trifluoro-3,3-dimethylbut-1-yn-1-yl)phenyl)-[1,2,4]triazolo[4,3-a]quinazolin-5-amine FC(CN(C1=NC=2N(C3=CC=C(C=C13)F)C=NN2)C2=C(C(=CC=C2)C#CC(C(F)(F)F)(C)C)F)F